2-(N-((2-(tert-Butoxycarbonyl)-1,2,3,4-tetrahydroisoquinolin-8-yl)methyl)pivalamidyl)-acetic acid C(C)(C)(C)OC(=O)N1CC2=C(C=CC=C2CC1)CN(C(C(C)(C)C)=O)CC(=O)O